C(C)OC([C@@H](N)CCCNC(N)=N)=O ARGININE ETHYLESTER